rac-(1S*,2S*)-2-(3-chlorophenyl)-N-(6-(((6-cyclopropylimidazo[1,2-a]pyridin-2-yl)methyl)amino)-2-(methylthio)pyrimidin-4-yl)cyclopropane-1-carboxamide ClC=1C=C(C=CC1)[C@@H]1[C@H](C1)C(=O)NC1=NC(=NC(=C1)NCC=1N=C2N(C=C(C=C2)C2CC2)C1)SC |r|